5-((14-amino-4,7,10,13-tetraoxo-3,6,9,12-tetraazatetradecyl)carbamoyl)-2-(2-(4-fluorophenyl)butyrylamino)-4-methylthiophene-3-carboxylic acid methyl ester COC(=O)C1=C(SC(=C1C)C(NCCNC(CNC(CNC(CNC(CN)=O)=O)=O)=O)=O)NC(C(CC)C1=CC=C(C=C1)F)=O